C1(CCC1)NC1=NC(=NC(=N1)NC1CCC1)C1=NC(=CC=C1)C(F)(F)F N2,N4-dicyclobutyl-6-(6-(trifluoromethyl)pyridin-2-yl)-1,3,5-triazine-2,4-diamine